6-Fluoro-1-(5-((5-fluoro-3-oxoisobenzofuran-1(3H)-ylidene)methyl)pyridin-3-yl)-3-hydroxy-3-methylindolin-2-one FC1=CC=C2C(C(N(C2=C1)C=1C=NC=C(C1)C=C1OC(C2=CC(=CC=C12)F)=O)=O)(C)O